FC1=CC2=C(OCC(N2C)=O)C=C1NC1=CC=C(C=C1)N1CCC(CC1)C(F)(F)F 6-fluoro-4-methyl-7-((4-(4-(trifluoromethyl)piperidin-1-yl)phenyl)amino)-2H-benzo[b][1,4]oxazin-3(4H)-one